C(C1=CC=CC=C1)OC1=C2C(=CN(C2=CC=C1)C)/C=N/NC1=CC=C(C=C1)F (E)-4-(benzyloxy)-3-((2-(4-fluorophenyl)hydrazineylidene)methyl)-1-methyl-1H-indole